2-chloro-N-((3aR,5s,6aS)-2-(5-(3-cyano-6-(2-hydroxy-2-methylpropoxy)pyrazolo[1,5-a]pyridin-4-yl)pyrazin-2-yl)-5-methyloctahydrocyclopenta[c]pyrrol-5-yl)-6-fluorobenzamide ClC1=C(C(=O)NC2(C[C@@H]3[C@@H](CN(C3)C3=NC=C(N=C3)C=3C=4N(C=C(C3)OCC(C)(C)O)N=CC4C#N)C2)C)C(=CC=C1)F